dithiodiglycolate diammonium [NH4+].[NH4+].C(COCC(=S)[O-])(=S)[O-]